4-amino-3,5-dibromobenzoic acid NC1=C(C=C(C(=O)O)C=C1Br)Br